FC1(CN(CC[C@H]1NC1=NN2C(C(=N1)OC)=C(C(=C2)F)C=2C=CC1=C(N(N=N1)CC(F)F)C2)C2(COC2)C)F (R)-N-(3,3-difluoro-1-(3-methyl-oxetan-3-yl)piperidin-4-yl)-5-(1-(2,2-difluoroethyl)-1H-benzo[d][1,2,3]triazol-6-yl)-6-fluoro-4-methoxypyrrolo[2,1-f][1,2,4]triazin-2-amine